(1r,4r)-4-(3-chloroanilino)-2'-{3-[(2-fluoropyridin-4-yl)oxy]propyl}-2',3'-dihydrospiro[cyclohexane-1,1'-indene]-4-carboxylic acid ClC=1C=C(NC2(CCC3(C(CC4=CC=CC=C34)CCCOC3=CC(=NC=C3)F)CC2)C(=O)O)C=CC1